C(CC)C=1N=NN(C1)CC(=O)OCC=C prop-2-en-1-yl 2-(4-propyl-1H-1,2,3-triazol-1-yl)-acetate